ClC1=NC2=CC=C(C=C2C(=C1)NCCC1=CC=C(C=C1)[N+](=O)[O-])S(=O)(=O)NCCC1=CC=C(C=C1)[N+](=O)[O-] 2-Chloro-N-(4-nitrophenethyl)-4-((4-nitrophenethyl)amino)chinolin-6-sulfonamid